fluoro-5-(pyrrolidin-1-ylmethyl)benzonitrile FC1=C(C#N)C=C(C=C1)CN1CCCC1